2-((1-((4-bromophenyl)sulfonyl)piperidin-4-yl)amino)-4-(cyclopentylamino)pyrimidine-5-carbonitrile BrC1=CC=C(C=C1)S(=O)(=O)N1CCC(CC1)NC1=NC=C(C(=N1)NC1CCCC1)C#N